NC1=CC(=C(C(=O)NCCC[C@@H](C(=O)OC)NC(C2=CC=C(C=C2)CCC=2C(=C3C(=NC(=NC3=CC2)N)N)Cl)=O)C=C1)C1=NN=NN1 Methyl (S)-5-(4-amino-2-(1H-tetrazol-5-yl)benzamido)-2-(4-(2-(2,4-diamino-5-chloroquinazolin-6-yl)ethyl)benzamido)pentanoate